3-(3-Ethoxy-5-(6-((2-(5-fluoro-2,7-dimethylbenzo[b]thiophen-3-yl)ethyl)amino)pyrimidin-4-yl)thiophen-2-yl)-[1,2,4]oxadiazol-5-ol C(C)OC1=C(SC(=C1)C1=NC=NC(=C1)NCCC=1C2=C(SC1C)C(=CC(=C2)F)C)C2=NOC(=N2)O